(S)-N-(4-amino-3,4-dioxo-1-phenylbutan-2-yl)-2-chloro-6-(trifluoromethyl)benzamide NC(C([C@H](CC1=CC=CC=C1)NC(C1=C(C=CC=C1C(F)(F)F)Cl)=O)=O)=O